ClC1=C(C(C=2C=CC=NC2C1=O)=O)NC1=CC(=C(C(=C1)F)N1CCN(CC1)C)F 7-Chloro-6-((3,5-difluoro-4-(4-methylpiperazin-1-yl)phenyl)amino)chinolin-5,8-dion